FC1=NC(=CC=C1C=1CCN(CC1)CC=1C(=C2NC(C(=NC2=CC1)C)=O)F)C(=O)NC=1C=NN(C1)C 2-Fluoro-1'-((5-fluoro-2-methyl-3-oxo-3,4-dihydroquinoxalin-6-yl)methyl)-N-(1-methyl-1H-pyrazol-4-yl)-1',2',3',6'-tetrahydro-[3,4'-bipyridyl]-6-carboxamide